N(=[N+]=[N-])CCCCCCCCN=[N+]=[N-] 1,8-diazidooctane